C(C)(C)(C)OC(=O)NCCCOC1=C(C=C(C=C1)F)[C@@H](C)NC(OCC1=CC=CC=C1)=O benzyl (R)-(1-(2-(3-((tert-butoxycarbonyl)amino)propoxy)-5-fluorophenyl) ethyl)carbamate